bis(1H-imidazol-1-yl)methanimine N1(C=NC=C1)C(=N)N1C=NC=C1